methyl-methylthiomethylsulfone CC(SC)S(=O)(=O)C(C)SC